ClC=1C=C(C=CC1)C1=NN=C2SCC(=NN21)C2CC2 3-(3-Chlorophenyl)-6-cyclopropyl-7H-[1,2,4]triazolo[3,4-b][1,3,4]thiadiazine